Cl.FC(C(N)C1=CC=CC=C1)(F)F 2,2,2-trifluoro-1-phenyl-ethanamine hydrochloride